N-(3-chlorophenyl)-N-methyl-[1,2,4]triazolo[4,3-a]quinazolin-5-amine ClC=1C=C(C=CC1)N(C1=NC=2N(C3=CC=CC=C13)C=NN2)C